C(CCC)P([O-])(=O)CCC1=CC=C(C=C1)C butyl(4-methylphenylethyl)phosphinate